Cl.N[C@@H](C(C)C)C(=O)N1[C@@H](C[C@H](C1)C(F)(F)F)C(=O)OCC1=CC=CC=C1 benzyl L-valyl-(4R)-4-(trifluoromethyl)-L-prolinate, hydrochloride salt